4-hydroxy-4'-carboxyazobenzene OC1=CC=C(C=C1)N=NC1=CC=C(C=C1)C(=O)O